C1(CCC1)OC1=CC(N(C=C1C=1C=NN(C1)C(C)C1=CC=CC=C1)C)=O 4-cyclobutoxy-1-methyl-5-(1-(1-phenylethyl)-1H-pyrazol-4-yl)pyridine-2(1H)-one